4,4-dimethyl-2-[[4-[5-(trifluoromethyl)-1,2,4-oxadiazol-3-yl]phenyl]-methyl]isoxazolidin-3-one CC1(C(N(OC1)CC1=CC=C(C=C1)C1=NOC(=N1)C(F)(F)F)=O)C